F[C@H]\1[C@@]2(C=C[C@](C/C1=C\C=1N=NC(=CN1)C1=C(C=C(C=C1)C1=CC(=NC=C1)OC)O)(N2)C)C 2-(3-((E)-((1S,2R,5S)-2-fluoro-1,5-dimethyl-8-azabicyclo[3.2.1]oct-6-en-3-ylidene)methyl)-1,2,4-triazin-6-yl)-5-(2-methoxypyridin-4-yl)phenol